BrC=1C=C(C=C(C1C)Br)S(=O)(=O)Cl 3,5-Dibromo-4-methyl-benzenesulfonyl chloride